methylpropylsulfoniopropionate CC(C(=O)[O-])(C)[SH+]CCC